tetrazoliumdisulfonate [N+]=1(NN=NC1S(=O)(=O)[O-])S(=O)(=O)[O-]